pyrazolyl (pyrazolate) N1N=C(C=C1)C(=O)OC1=NNC=C1